FC1=C(C(=CC(=C1)NC1CN(C1)CCCF)F)[C@H]1N([C@@H](CC2=C1NC1=CC=CC=C21)C)CC(CO)(F)F 3-[(1R,3R)-1-[2,6-difluoro-4-[[1-(3-fluoropropyl)azetidin-3-yl]amino]phenyl]-3-methyl-1,3,4,9-tetrahydropyrido[3,4-b]indol-2-yl]-2,2-difluoro-propan-1-ol